S(C1=C(C=C(C(=C1)C(C)(C)C)O)C)C1=C(C=C(C(=C1)C(C)(C)C)O)C 4,4'-thiobis-(3-methyl-6-tert-butylphenol)